O=C1N(C(C=C1)=O)CCC(NCCOCCOCCOCCOCCOCCOCCOCCOCCOCCOCCOCCOCCC(=O)ON1C(CCC1=O)=O)=O 2,5-dioxopyrrolidin-1-yl 1-(2,5-dioxo-2,5-dihydro-1H-pyrrol-1-yl)-3-oxo-7,10,13,16,19,22,25,28,31,34,37,40-dodecaoxa-4-azatritetracontan-43-oate